γ-glutamyl-glycine N[C@@H](CCC(=O)NCC(=O)O)C(=O)O